tert-butyl ((S)-1-hydroxy-3-((R*)-5-oxo-4-azaspiro[2.4]heptan-6-yl)propan-2-yl)carbamate OC[C@H](C[C@H]1C(NC2(CC2)C1)=O)NC(OC(C)(C)C)=O |o1:4|